CC1=CC=C(C=C1)S(=O)(=O)N[C@@H](C)C(=O)OC1=CNC2=CC=CC=C12 3-(N-p-toluenesulfonyl-L-alanyloxy)-indole